C(#N)C1=CNC2=C(C=CC(=C12)C)NS(=O)(=O)C=1C=NN(C1)CCF N-(3-Cyano-4-methyl-1H-indol-7-yl)-1-(2-fluoroethyl)pyrazol-4-sulfonamid